CN(C1=C(C=CC(=C1)C)CNC(=C[N+](=O)[O-])SC)C N,N,5-trimethyl-2-(((1-(methylthio)-2-nitrovinyl)amino)methyl)aniline